methyl 5-iodo-1,3-bis(4-methoxybenzyl)-2,6-dioxo-1,2,3,6-tetrahydropyrimidine-4-carboxylate IC1=C(N(C(N(C1=O)CC1=CC=C(C=C1)OC)=O)CC1=CC=C(C=C1)OC)C(=O)OC